C1(=CC=CC=C1)P(C1=C(C2=CC=CC=C2C=C1)C1=C(C=CC2=CC=CC=C12)P(C1=CC=CC=C1)C1=CC=CC=C1)C1=CC=CC=C1 2,2'-Bis-(diphenylphosphino)-1,1'-binaphthyl